COCCOCCOCCNC(=O)C1C(C2=CC=3C(C(C(C3C=C2C1=O)=O)C(=O)NCCOCCOCCOC)=O)=O N2,N6-bis({2-[2-(2-methoxyethoxy)ethoxy]ethyl})-1,3,5,7-tetraoxo-1,2,3,5,6,7-hexahydro-s-indacene-2,6-dicarboxamide